ClC=1C=CC=2N(C(N=C(C2N1)N1[C@@H](C[C@H]([C@@H](C1)CC)OC1=NC=C(C=C1)OC(C)C)C)=O)C 6-chloro-4-((2r,4r,5r)-5-ethyl-4-((5-isopropoxypyridin-2-yl)oxy)-2-methylpiperidin-1-yl)-1-methylpyrido[3,2-d]pyrimidin-2(1H)-one